tert-Butyl 1-((hydroximino)methyl)-7-azabicyclo[2.2.1]heptane-7-carboxylate N(O)=CC12CCC(CC1)N2C(=O)OC(C)(C)C